C1(=CC=CC=C1)[Si](C1=CC=CC=C1)(C1=CC=CC=C1)C1=C(C=2NC3=CC=CC=C3C2C=C1)[Si](C1=CC=CC=C1)(C1=CC=CC=C1)C1=CC=CC=C1 bis(triphenylsilyl)-9H-carbazole